4-(4-bromo-2,5-difluoro-phenyl)-1-tetrahydropyran-2-yl-pyrazole BrC1=CC(=C(C=C1F)C=1C=NN(C1)C1OCCCC1)F